OC1(CCN(CC1)C(=O)C1=CC=C(C=C1)C(C#N)(C)C)CN1C=NN2C(C1=O)=CC=C2 2-(4-(4-hydroxy-4-((4-oxopyrrolo[2,1-f][1,2,4]triazin-3(4H)-yl)methyl)piperidine-1-carbonyl)phenyl)-2-methylpropanenitrile